1-(3-(((4,4-bis(((Z)-oct-5-en-1-yl)oxy)butanoyl)oxy)methyl)-5-(((((1-ethylpiperidin-3-yl)methoxy)carbonyl)oxy)methyl)benzyl) 7-((Z)-non-3-en-1-yl) heptanedioate C(CCCCCC(=O)OCC\C=C/CCCCC)(=O)OCC1=CC(=CC(=C1)COC(=O)OCC1CN(CCC1)CC)COC(CCC(OCCCC\C=C/CC)OCCCC\C=C/CC)=O